N-(4-((3S,5R)-3-amino-5-methylpiperidin-1-yl)pyridin-3-yl)-2,2',6,6'-tetrafluoro-4'-(4-hydroxypiperidin-1-yl)-[1,1'-biphenyl]-3-carboxamide dihydrochloride Cl.Cl.N[C@@H]1CN(C[C@@H](C1)C)C1=C(C=NC=C1)NC(=O)C=1C(=C(C(=CC1)F)C1=C(C=C(C=C1F)N1CCC(CC1)O)F)F